2-{[(2S)-1,4-dioxan-2-yl]methyl}-N-{[(2R,5S)-5-methyloxacyclopent-2-yl]methyl}-8-(trifluoromethyl)-4,5-dihydro-2H-furo[2,3-g]indazole-7-carboxamide O1[C@H](COCC1)CN1N=C2C3=C(CCC2=C1)OC(=C3C(F)(F)F)C(=O)NC[C@@H]3O[C@H](CC3)C